CC(=C(C#N)C#N)C(C#N)C#N 2-methylprop-1-ene-1,1,3,3-tetracarbonitrile